FN1CCN(CC1)C1=CC=CC=2OCCOC21 5-(4-fluoropiperazin-1-yl)-2,3-dihydro-1,4-benzodioxine